N-(8-fluoro-2-methyl-imidazo[1,2-a]pyridin-6-yl)-8-(1-methyl-4-oxo-1,4-azaphosphinan-4-yl)quinoxaline-5-carboxamide FC=1C=2N(C=C(C1)NC(=O)C=1C=3N=CC=NC3C(=CC1)P1(CCN(CC1)C)=O)C=C(N2)C